(2-amino-5-bromo-2H-1,3-thiazol-3-yl)acetic acid NC1SC(=CN1CC(=O)O)Br